(S) or (R)-α-(4-pentenyl)alanine C(CCC=C)[C@@](N)(C)C(=O)O |o1:5|